C1(=CC=CC=C1)S(=O)(=O)N1C=CC=2C1=NC=C1C2N(C(=N1)[C@@H](C)O)C1CN(CC1)S(=O)(=O)C=1SC=CC1 (1R)-1-(6-(phenylsulfonyl)-1-(1-(thien-2-ylsulfonyl)pyrrolidin-3-yl)-1,6-dihydroimidazo[4,5-d]Pyrrolo[2,3-b]Pyridin-2-yl)ethanol